C1CC1(N)P(=O)(O)[O-] The molecule is an organophosphonate oxoanion resulting from the removal of a proton from the phosphonic acid group of 1-aminocyclopropylphosphonic acid. It derives from a phosphonate(1-). It is a conjugate base of a 1-aminocyclopropylphosphonic acid. It is a conjugate acid of a 1-aminocyclopropylphosphonate(2-).